ClC=1C=C(C=2N(C1)C=C(N2)C(=O)N[C@@H]2[C@@H](C[C@H](CC2)O)F)C2=C(C=CC=C2)OCC(F)(F)F 6-chloro-N-((1S,2R,4S)-2-fluoro-4-hydroxycyclohexyl)-8-(2-(2,2,2-trifluoroethoxy)phenyl)imidazo[1,2-a]pyridine-2-carboxamide